[Si](C1=CC=CC=C1)(C1=CC=CC=C1)(C(C)(C)C)OCC/C=C/P(OC)(OC)=O.C(CCCCCCCCCCCC)NCCN n-tridecylethylenediamine dimethyl (E)-(4-((tert-butyldiphenylsilyl)oxy)but-1-en-1-yl)phosphonate